C(C=C)(=O)N1C[C@@H](N(CC1)C=1C2=C(N(C(N1)=O)C1=C(C=CC=C1S(=O)(=O)C)C(C)C)N=C(C(=C2)F)C2=C(C(=CC=C2)F)Cl)C (S)-4-(4-acryloyl-2-methylpiperazin-1-yl)-7-(2-chloro-3-fluorophenyl)-6-fluoro-1-(2-isopropyl-6-(methylsulfonyl)phenyl)pyridino[2,3-d]pyrimidin-2(1H)-one